2-aminoEthylaminomethyltrimethoxysilane NCCNC[Si](OC)(OC)OC